N[C@H](CC(=O)O)CC1=C(C=CC=C1)C#N (S)-3-amino-4-(2-cyanophenyl)-butyric acid